N6-[(2R)-2-amino-2-phenyl-ethyl]-1-methyl-N4-(spiro[2.2]pentan-2-ylmethyl)pyrazolo[3,4-d]pyrimidine-4,6-diamine N[C@@H](CNC1=NC(=C2C(=N1)N(N=C2)C)NCC2CC21CC1)C1=CC=CC=C1